1-isobutyl-2-bromoimidazole C(C(C)C)N1C(=NC=C1)Br